F[C@@H]1[C@@H](C1)C(=O)NC1=NC=C2C=C(C=3N(C2=C1)C=CN3)C=3C=NC(=CC3C)C(CC)O (1S,2S)-2-fluoro-N-{4-[6-(1-hydroxypropyl)-4-methylpyridin-3-yl]imidazo[1,2-a]1,6-naphthyridin-8-yl}cyclopropane-1-carboxamide